C1(CC1)C1=CC=C(C=C1)N1C(C2=CC=C(C=C2C[C@H]1C)O)C1=CC=C(OCCN2C(C3=CC=CC=C3C2=O)=O)C=C1 2-(2-(4-((3R)-2-(4-cyclopropylphenyl)-6-hydroxy-3-methyl-1,2,3,4-tetrahydroisoquinolin-1-yl)phenoxy)ethyl)isoindoline-1,3-dione